C(C)C1=NC=C(C(=N1)C1CCN(CC1)CC(=O)N1CCOCC1)C1=NC=CC=C1 2-(4-(2-Ethyl-5-(pyridin-2-yl)pyrimidin-4-yl)piperidin-1-yl)-1-morpholinoethan-1-one